ClC=1C(=C(C=2N(N1)C(C=CN2)=O)C)COC 7-chloro-8-(methoxymethyl)-9-methyl-pyrimido[1,2-b]pyridazin-4-one